2-(2,5-dibromophenoxy)-1-(4-(trifluoromethyl)phenyl)ethanol BrC1=C(OCC(O)C2=CC=C(C=C2)C(F)(F)F)C=C(C=C1)Br